Diazinan-3-yl-acetic acid N1NC(CCC1)CC(=O)O